O.S(=O)(=O)([O-])[O-].[Al+3].[K+].S(=O)(=O)([O-])[O-] potassium aluminum sulfate, hydrate